3-(2-(dimethylamino)ethyl)thiourea CN(CCNC(N)=S)C